4-(3-acetyl-5-(4-cyanobut-1-yn-1-yl)-2-methyl-1H-pyrrol-1-yl)-2-fluorobenzonitrile C(C)(=O)C1=C(N(C(=C1)C#CCCC#N)C1=CC(=C(C#N)C=C1)F)C